C1(=NC=CC2=CC=CC=C12)N.[I] iodine Isoquinolin-1-amine